NC=1SC(=C(N1)C1=C(C=CC=C1)Cl)C(=O)O 2-amino-4-(2-chlorophenyl)thiazole-5-carboxylic acid